(Z)-2-(5-bromo-2-methoxy-3-nitropyridin-4-yl)-N,N-dimethylethenamine BrC=1C(=C(C(=NC1)OC)[N+](=O)[O-])\C=C/N(C)C